N-[6-methyl-5-(propan-2-yloxy)pyridin-2-yl]-1H-indol-6-amine CC1=C(C=CC(=N1)NC1=CC=C2C=CNC2=C1)OC(C)C